2-ethoxy-6-((trimethylsilyl)ethynyl)pyridine C(C)OC1=NC(=CC=C1)C#C[Si](C)(C)C